bis(thietanylthio)dithiastannolan racemic-methyl-4-((3R*,4R*)-4-((5,7-dimethyl-1H-indol-4-yl)oxy)-1-(3,3,3-trifluoropropyl)piperidin-3-yl)benzoate COC(C1=CC=C(C=C1)[C@@H]1CN(CC[C@H]1OC1=C2C=CNC2=C(C=C1C)C)CCC(F)(F)F)=O.S1C(CC1)S[Sn]1(SSCC1)SC1SCC1 |r|